3-(4-(1-(5-((4-(4-bromo-7,7-dimethyl-5-oxo-5,7-dihydroindolo[1,2-a]quinazolin-10-yl)piperidin-1-yl)methyl)pyrimidin-2-yl)piperidin-4-yl)-2,6-difluorophenyl)piperidine-2,6-dione BrC=1C=2C(N=C3N(C2C=CC1)C1=CC(=CC=C1C3(C)C)C3CCN(CC3)CC=3C=NC(=NC3)N3CCC(CC3)C3=CC(=C(C(=C3)F)C3C(NC(CC3)=O)=O)F)=O